C1(CC1)C1=C(C=C(C=C1)C(NC(=O)C1N(CC(C1)F)C(CC=1NC2=CC=CC=C2C1)=O)C1=CC=CC=C1)F N-[(4-cyclopropyl-3-fluorophenyl)(phenyl)methyl]-4-fluoro-1-[2-(1H-indol-2-yl)acetyl]pyrrolidine-2-carboxamide